1-((2r,3s)-2-methyl-3-(methylsulfonylmethyl)azetidin-1-yl)2,7-naphthyridin-6-amine C[C@H]1N(C[C@@H]1CS(=O)(=O)C)C1=NC=CC2=CC(=NC=C12)N